C1(CC1)N1C=C(C(C2=CC(=C(C=C12)N1CCNCC1)F)=O)C(=O)NCC1=CC(=C(C=C1)Cl)Cl 1-cyclopropyl-N-(3,4-dichlorobenzyl)-6-fluoro-4-oxo-7-(piperazin-1-yl)-1,4-dihydroquinoline-3-carboxamide